1-(3-(6-aminopyridazin-3-yl)prop-2-ynyl)-3-(4-chloro-2-(trifluoromethyl)phenyl)-7-cyclopropyl-4,5-dihydro-1H-benzo[b]azepin-2(3H)-one NC1=CC=C(N=N1)C#CCN1C2=C(CCC(C1=O)C1=C(C=C(C=C1)Cl)C(F)(F)F)C=C(C=C2)C2CC2